N1(CCCCC1)C(=O)OC1OC(OC1)(C)C (2,2-dimethyl-1,3-dioxolan-4-yl) piperidine-1-carboxylate